C(C=C)(=O)O.C(C(=C)C)(=O)O methacrylic acid, acrylic acid salt